9-(4-butoxy-3-fluorophenyl)-3,4,6,7,8,9-hexahydropyrido[2,1-c][1,2,4]thiadiazine 2,2-dioxide C(CCC)OC1=C(C=C(C=C1)C1CCCN2C1=NS(CC2)(=O)=O)F